1-(2-((tert-butoxycarbonyl)amino)ethyl)-3-(methoxycarbonyl)-1H-pyrazole-5-carboxylic acid C(C)(C)(C)OC(=O)NCCN1N=C(C=C1C(=O)O)C(=O)OC